undecyl 6-[(3-(bis[6-oxo-6-(undecyloxy)-hexyl]amino)2-hydroxypropyl)-[6-oxo-6-(undecyloxy)hex-yl]amino]-hexanoate O=C(CCCCCN(CC(CN(CCCCCC(=O)OCCCCCCCCCCC)CCCCCC(OCCCCCCCCCCC)=O)O)CCCCCC(=O)OCCCCCCCCCCC)OCCCCCCCCCCC